(3R)-N-[5-(2-chloro-6-methyl-4-pyridyl)-4-(3-cyanophenyl)thiazol-2-yl]-3-(1-hydroxy-1-methylethyl)piperazine-1-carboxamide ClC1=NC(=CC(=C1)C1=C(N=C(S1)NC(=O)N1C[C@@H](NCC1)C(C)(C)O)C1=CC(=CC=C1)C#N)C